N1CC[C@H](C12CCOCC2)C2=CC=1C(=NC=CC1NC=1C(=CC3=C(N=CS3)C1F)F)S2 (R)-N-(2-(8-oxa-1-azaspiro[4.5]decan-4-yl)thieno[2,3-b]pyridin-4-yl)-4,6-difluorobenzo[d]thiazol-5-amine